N-(tert-butyl)-2-oxo-2-phenylacetamide C(C)(C)(C)NC(C(C1=CC=CC=C1)=O)=O